4,4'-dihydroxy-2,6-dimethoxydihydrochalcone COC1=CC(=CC(=C1CCC(=O)C2=CC=C(C=C2)O)OC)O